5-benzyl-1-cyclopropyl-3-methyl-2-oxo-2,3-dihydro-1H-imidazo[4,5-c]pyridin-5-ium bromide [Br-].C(C1=CC=CC=C1)[N+]1=CC2=C(C=C1)N(C(N2C)=O)C2CC2